4-{[(imidazo[1,2-a]pyridin-3-yl)methyl]amino}-2-[(6-methoxy-2-methyl-1,2,3,4-tetrahydroisoquinolin-7-yl)amino]pyrimidine-5-carboxamide N=1C=C(N2C1C=CC=C2)CNC2=NC(=NC=C2C(=O)N)NC2=C(C=C1CCN(CC1=C2)C)OC